NC1=C(C(=O)NC(C)C)C=C(C=N1)C1=C(C=C(C=C1)NC([C@H](C1=CC(=CC=C1)C(F)(F)F)O)=O)C (S)-2-amino-5-(4-(2-hydroxy-2-(3-(trifluoromethyl)phenyl)acetamido)-2-methylphenyl)-N-isopropylnicotinamide